1-[2-cyano-4-(trifluoromethyl)phenyl]-4-{3'-methyl-[2,2'-bipyridinyl]-5-yl}-N-[(3R)-1-methylpyrrolidin-3-yl]piperidine-4-carboxamide C(#N)C1=C(C=CC(=C1)C(F)(F)F)N1CCC(CC1)(C(=O)N[C@H]1CN(CC1)C)C=1C=CC(=NC1)C1=NC=CC=C1C